FC1=NC(=CC=C1N1CCN(CC1)CC=1C=CC=2C3=C(C(NC2C1F)=O)N=CN3C)C(NC)=O 7-((4-(2-fluoro-6-(methylcarbamoyl)pyridin-3-yl)piperazin-1-yl)methyl)-6-fluoro-1-methyl-1,5-dihydro-4H-imidazo[4,5-c]quinolin-4-one